3-(3,5-di-t-butyl-4'-hydroxyphenyl)propionylhexamethylenediamine C(C)(C)(C)C=1C=C(C=C(C1O)C(C)(C)C)CCC(=O)NCCCCCCN